FC1=C2C=CN(C2=C(C=C1)C(=O)NC1CC2(CCC2)C1)CC1=CC=C(C=C1)C1=CC=C(C=C1)OC (Ra)-6-(4-Fluoro-1-((4'-methoxy-[1,1'-biphenyl]-4-yl)methyl)-1H-indol-7-carboxamido)-spiro[3.3]heptan